C1CCC2=C(C=3CCCC3C=C12)NC(=O)NS(=O)(=O)C=1SC(=CN1)C1(CCCCC1)O N-(1,2,3,5,6,7-hexahydros-indacen-4-ylcarbamoyl)-5-(1-hydroxycyclohexyl)thiazole-2-sulfonamide